methyl 2-(azepan-1-yl)-4-nitrobenzoate N1(CCCCCC1)C1=C(C(=O)OC)C=CC(=C1)[N+](=O)[O-]